N-(3-chloro-5-(methylsulfonyl)phenyl)-1-(2-oxaspiro[3.3]hept-6-yl)-1H-pyrazole-4-carboxamide ClC=1C=C(C=C(C1)S(=O)(=O)C)NC(=O)C=1C=NN(C1)C1CC2(COC2)C1